N[C@@H](C)C(=O)N[C@@H](CCCNC(N)=O)C(=O)NC1=CC=C(C=C1)N1C(C=CC1=O)=O alanyl-N5-carbamoyl-N-[4-(2,5-dioxo-2,5-dihydro-1H-pyrrol-1-yl)phenyl]-L-ornithinamide